N-ethyl-4-(hydroxymethyl)-6-methyl-7-oxo-1-((2-(trimethylsilyl)ethoxy)methyl)-6,7-dihydro-1H-pyrrolo[2,3-c]pyridin-2-carboxamide C(C)NC(=O)C1=CC2=C(C(N(C=C2CO)C)=O)N1COCC[Si](C)(C)C